5-(5-(methoxymethyl)-3-methylisoxazol-4-yl)pyridin COCC1=C(C(=NO1)C)C=1C=CC=NC1